2-(2-cyclopropyl-3-methoxyphenyl)-2-(3-(5-(6-methyl-5,6,7,8-tetrahydro-1,8-naphthyridin-2-yl)pentyloxy)azetidin-1-yl)acetic acid C1(CC1)C1=C(C=CC=C1OC)C(C(=O)O)N1CC(C1)OCCCCCC1=NC=2NCC(CC2C=C1)C